C1(CCC1)CNC(=O)NCC1=CC(=NC=C1)OCC(F)(F)F 1-(cyclobutylmethyl)-3-[[2-(2,2,2-trifluoroethoxy)pyridin-4-yl]methyl]urea